FC=1C=C(CC2=NC=C(C(=C2)N2N=C(C(=C2)C(=O)OCC)C)C)C=C(C1)C(F)(F)F ethyl 1-(2-(3-fluoro-5-(trifluoromethyl)benzyl)-5-methylpyridin-4-yl)-3-methyl-1H-pyrazole-4-carboxylate